N-hydroxy-2-methoxy-benzimidoyl chloride ON=C(C1=C(C=CC=C1)OC)Cl